ClCC1=NOC(=C1)C1=C(C=C(C(=C1)OC)F)C(F)(F)F 3-(Chloromethyl)-5-(4-fluoro-5-methoxy-2-(trifluoromethyl)phenyl)isoxazole